FC1=C(C(=CC(=C1)OC)F)C1=C(C(N(N1C)C1=CC(=CC=C1)OCC)=O)NC(C1=CC=C(C=C1)OC(F)F)=O N-[5-(2,6-difluoro-4-methoxyphenyl)-2-(3-ethoxyphenyl)-1-methyl-3-oxo-2,3-dihydro-1H-pyrazol-4-yl]-4-(difluoromethoxy)benzamide